C(C)O[Si](CCCN1C(C=2C(C1=O)=CC=CC2)=O)(OCC)OCC N-(3-(triethoxysilyl)propyl)phthalimide